F[C@H]1CN(CC[C@H]1NC=1C=2N(C=CC1)C(=C(N2)C#CC(C)(O)C)CC(F)(F)F)C 4-(8-{[(3S,4R)-3-fluoro-1-methylpiperidin-4-yl]amino}-3-(2,2,2-trifluoroethyl)imidazo[1,2-a]pyridin-2-yl)-2-methylbut-3-yn-2-ol